(R)-1-(8-(isopropylamino)-2-((piperidin-4-ylmethyl)amino)pyrido[3,4-d]pyrimidin-6-yl)ethan-1-ol C(C)(C)NC1=NC(=CC2=C1N=C(N=C2)NCC2CCNCC2)[C@@H](C)O